benzyl mesaconate C(\C(\C)=C\C(=O)[O-])(=O)OCC1=CC=CC=C1